(R)-3-(6-(1-(tert-butoxycarbonyl)-3-methyl-1H-pyrrolo[2,3-b]pyridin-5-yl)-1,2,3,4-Tetrahydroisoquinolin-8-yl)morpholine-4-carboxylate C(C)(C)(C)OC(=O)N1C=C(C=2C1=NC=C(C2)C=2C=C1CCNCC1=C(C2)[C@H]2N(CCOC2)C(=O)[O-])C